ClC=1C=CC2=C(CC(CC=3N2C(=NN3)C3CCC(CC3)(OC)CC)NC(OC(C)(C)C)=O)C1 tert-butyl [8-chloro-1-(trans-4-ethyl-4-methoxycyclohexyl)-5,6-dihydro-4H-[1,2,4]triazolo[4,3-a][1]benzazepin-5-yl]carbamate